ClC1=CC=C2C(=NC(N(C2=C1)C=1C=C(OCC(=O)NC2=CC(=NC=C2)N2CCOCC2)C=CC1)=O)N(C)C 2-(3-(7-chloro-4-(dimethylamino)-2-oxoquinazolin-1(2H)-yl)phenoxy)-N-(2-morpholinopyridin-4-yl)acetamide